O=C1NC2=C(OC3=C1C=CC=C3)C=CC(=C2)C(=O)NCC2=CN=C(S2)C2=CC=C(OCC(=O)O)C=C2 2-(4-(5-((11-oxo-10,11-dihydrodibenzo[b,f][1,4]oxazepine-8-carboxamido)methyl)thiazol-2-yl)phenoxy)acetic acid